C1(CC1)C1=NC=NC(=C1C=1N=C(C2=C(N1)C=NN2C2OCCCC2)C)OC 5-(4-cyclopropyl-6-methoxypyrimidin-5-yl)-7-methyl-1-(tetrahydro-2H-pyran-2-yl)-1H-pyrazolo[4,3-d]pyrimidine